dibenzyl eicosanedioate C(CCCCCCCCCCCCCCCCCCC(=O)OCC1=CC=CC=C1)(=O)OCC1=CC=CC=C1